2-((4-(2-(4-cyano-2-(methoxy-d3)phenyl)-4-fluoro-2H-chromene-8-yl)piperidin-1-yl)methyl)-3-((1-(fluoromethyl)cyclopropyl)methyl)-3H-imidazo[4,5-b]pyridine-5-carboxylic acid C(#N)C1=CC(=C(C=C1)C1OC2=C(C=CC=C2C(=C1)F)C1CCN(CC1)CC1=NC=2C(=NC(=CC2)C(=O)O)N1CC1(CC1)CF)OC([2H])([2H])[2H]